6-bromo-2-(trifluoromethyl)-1H-benzo[d]Imidazole-4-carboxylic acid methyl ester COC(=O)C1=CC(=CC=2NC(=NC21)C(F)(F)F)Br